COC(=O)C1=CC(=C(C=C1)O)O methyl 3,4-dihydroxy benzoate